NC(CCNNC([C@H](CC1CCCCC1)NC(OCC1=CC=CC=C1)=O)=O)=O benzyl N-[(1S)-2-[2-(3-amino-3-oxo-propyl)hydrazino]-1-(cyclohexylmethyl)-2-oxo-ethyl]carbamate